C(C)(C)(C)N(C(O)=O)C1=C2N(CC=3N(C2=CC=C1)N=C(C3)C)C.ClC3=CC=C(C=C3)\C=C\C(=O)C3=C(C=C(C(=C3)CN3CCCCC3)OC)O 4-chloro-2'-hydroxy-4'-methoxy-5'-(piperidin-1-yl)methyl-chalcone tert-butyl-(2,5-dimethyl-4,5-dihydropyrazolo[1,5-a]quinoxalin-6-yl)carbamate